4-Amino-1-[(1R,3R,4R,7S)-1-[[bis(4-methoxyphenyl)-phenyl-methoxy]methyl]-5-[6-(dimethylamino)pyrimidin-4-yl]-7-hydroxy-2-oxa-5-azabicyclo[2.2.1]heptan-3-yl]-5-methyl-pyrimidin-2-one NC1=NC(N(C=C1C)[C@@H]1O[C@]2(CN([C@@H]1[C@@H]2O)C2=NC=NC(=C2)N(C)C)COC(C2=CC=CC=C2)(C2=CC=C(C=C2)OC)C2=CC=C(C=C2)OC)=O